B(O)OBO.C1CC=CC=2C3=CC=CC=C3C=CC12 dihydrophenanthrene diboronate